ClC=1C=C(C=CC1F)NC(=O)C1CN(CCC1)S(=O)(=O)C=1C(=C(N(C1C)C)C)C(=O)OC methyl 4-((3-((3-chloro-4-fluorophenyl) carbamoyl) piperidin-1-yl) sulfonyl)-1,2,5-trimethyl-1H-pyrrole-3-carboxylate